N2-(4-isopropylbenzyl)propane-1,2-diamine C(C)(C)C1=CC=C(CNC(CN)C)C=C1